2-(2-((tert-butoxycarbonyl)(methyl)amino)ethyl)-5-methyl-1H-indole-6-carboxylic acid C(C)(C)(C)OC(=O)N(CCC=1NC2=CC(=C(C=C2C1)C)C(=O)O)C